COC1=NC(=CC=C1[C@H]1[C@H](O[C@]([C@@H]1C)(C(F)(F)F)C)C(=O)NC1=CC(=NC=C1)C(=O)N)C(F)(F)F (2S,3S,4R,5R)-4-[[3-[2-Methoxy-6-(trifluoromethyl)-3-pyridyl]-4,5-dimethyl-5-(trifluoromethyl)tetrahydrofuran-2-carbonyl]amino]pyridin-2-carboxamid